(tert-butyl)-2-chloro-6-methyl-7-tosyl-7H-pyrrolo[2,3-d]pyrimidin-4-amine C(C)(C)(C)C1=C(N(C=2N=C(N=C(C21)N)Cl)S(=O)(=O)C2=CC=C(C)C=C2)C